N,N-dimethyl-hydroxyaniline titanium di(2-hydroxypropionate) OC(C(=O)[O-])C.OC(C(=O)[O-])C.[Ti+2].CN(C1=C(C=CC=C1)O)C